(S)-4-nitro-3-((oxetan-2-ylmethyl)amino)benzoate [N+](=O)([O-])C1=C(C=C(C(=O)[O-])C=C1)NC[C@H]1OCC1